(R)-8-(1-((2-(4-hydroxypiperidin-1-yl)phenyl)amino)ethyl)-3,6-dimethyl-2-(tetrahydro-2H-pyran-4-yl)quinazolin-4(3H)-one OC1CCN(CC1)C1=C(C=CC=C1)N[C@H](C)C=1C=C(C=C2C(N(C(=NC12)C1CCOCC1)C)=O)C